ClC1=NC(=C2C(=N1)N(N=C2)C(C)CCC)NC=2N=CN(C2)C2=CC(=C(C(=C2)OC)OC)OC 6-chloro-1-(pent-2-yl)-N-(1-(3,4,5-trimethoxyphenyl)-1H-imidazol-4-yl)-1H-pyrazolo[3,4-d]Pyrimidine-4-amine